C(=O)=C1NC(C2=NC=NC2=N1)=C=O 2,6-dicarbonylpurine